C(#N)[C@@H](C[C@H]1C(NCCC1)=O)NC(=O)[C@H]1N([C@@H]2CC([C@H]1CC2)(F)F)C(=O)C=2NC1=C(C=CC(=C1C2)F)F (1S,3S,4S)-N-[(1R)-1-cyano-2-[(3S)-2-oxo-3-piperidyl]ethyl]-2-(4,7-difluoro-1H-indole-2-carbonyl)-5,5-difluoro-2-azabicyclo[2.2.2]octane-3-carboxamide